2-Phenylethyl butanoate C(CCC)(=O)OCCC1=CC=CC=C1